CN(C(OCC(C)OC(N(C)C)=O)=O)C propane-1,2-diyl bis(dimethylcarbamate)